2-(4-methoxyphenoxy)acetic acid COC1=CC=C(OCC(=O)O)C=C1